methanesulfonic acid (S)-3-tert-butoxycarbonylamino-3-phenyl-propyl ester C(C)(C)(C)OC(=O)N[C@@H](CCOS(=O)(=O)C)C1=CC=CC=C1